C1(=CC=CC=C1)C(C1=CC=C(C=C1)O)(C1=CC=C(C=C1)O)C1=CC=CC=C1 4,4'-(diphenylmethylene)diphenol